(S)-[1-(bicyclo[1.1.1]pentane-1-yl)-1H-1,2,3-triazol-4-yl](6-fluoro-2-methylpyridin-3-yl)methanamine C12(CC(C1)C2)N2N=NC(=C2)[C@@H](N)C=2C(=NC(=CC2)F)C